O[C@H](C(=O)O)C(C)(C)C (2S)-2-hydroxy-3,3-dimethylbutyric acid